tin oxide indium gallium zinc [Zn].[Ga].[In].[Sn]=O